5-iodo-2(3H)-benzofuranone IC=1C=CC2=C(CC(O2)=O)C1